2,3,5,6-Tetrafluoro-4-(methoxymethyl)benzyl 2,2-dimethyl-3-(prop-1-en-1-yl)cyclopropanecarboxylate CC1(C(C1C=CC)C(=O)OCC1=C(C(=C(C(=C1F)F)COC)F)F)C